3-((3R,6S)-1-(4-(1H-tetrazol-1-yl)benzoyl)-3,6-diisobutyl-4,7-dioxohexahydropyrazino[2,1-c][1,2,4]oxadiazin-8(1H)-yl)propanamide N1(N=NN=C1)C1=CC=C(C(=O)N2O[C@@H](C(N3C2CN(C([C@@H]3CC(C)C)=O)CCC(=O)N)=O)CC(C)C)C=C1